C(C)OC(=O)C=1C=C2C=CC=NC2=C(N1)N1CCCC2=CC(=C(C=C12)C(F)F)C=1CCNCC1 8-[7-difluoromethyl-6-(1,2,3,6-tetrahydropyridin-4-yl)-3,4-dihydro-2H-quinolin-1-yl]-[1,7]naphthyridine-6-carboxylic acid ethyl ester